ClC=1C(=C(N)C=CC1OC[C@H]1OCCCC1)F 3-chloro-2-fluoro-4-[[(2S)-tetrahydropyran-2-yl]methoxy]aniline